ClC=1C=C(C=CC1)N1C(=NN=C1)[C@H]1[C@H](O)[C@H]([C@@H](O)[C@H](O1)CO)N1N=NC(=C1)C=1N=C(SC1)O 3-chloro-1-{3-{3-deoxy-3-[4-(2-hydroxythiazol-4-yl)-1H-1,2,3-triazol-1-yl]-beta-D-galactopyranosyl}-4H-1,2,4-triazol-4-yl}benzene